N1=CC=C2N1C(=CC=C2)C#N pyrazolo[1,5-a]Pyridine-7-carbonitrile